(R)-tert-butyl (1-(4-fluoro-2-(4-(2-(trifluoromethyl)benzoyl)-1H-pyrrol-2-yl)-1H-benzo[d]imidazol-6-yl)piperidin-3-yl)(methyl)carbamate FC1=CC(=CC=2NC(=NC21)C=2NC=C(C2)C(C2=C(C=CC=C2)C(F)(F)F)=O)N2C[C@@H](CCC2)N(C(OC(C)(C)C)=O)C